4-[8-amino-3-[(2S)-1-but-2-ynyl-pyrrolin-2-yl]imidazo[1,5-a]pyrazin-1-yl]-N-pyridin-2-yl-benzamide NC=1C=2N(C=CN1)C(=NC2C2=CC=C(C(=O)NC1=NC=CC=C1)C=C2)C=2N(CCC2)CC#CC